rel-2-((3R,4R)-4-((4-(cyclopropyl((5-(trifluoromethyl)pyridin-2-yl)methyl)amino)-7H-pyrrolo[2,3-d]pyrimidin-7-yl)methyl)-3-fluoropiperidin-1-yl)acetamide C1(CC1)N(C=1C2=C(N=CN1)N(C=C2)C[C@@H]2[C@H](CN(CC2)CC(=O)N)F)CC2=NC=C(C=C2)C(F)(F)F |o1:14,15|